[Na+].C(CCCCCCCC=C)(=O)[O-] 9-decenoic acid, sodium salt